4-(3-bromophenyl)-1-propyl-1,2,3,6-tetrahydropyridine BrC=1C=C(C=CC1)C=1CCN(CC1)CCC